ClC1=C(C=C(C=C1)CCCCCC)CC1=CC=C(C=C1)OCC (2s,3r,4r,5r)-1-(4-chloro-3-(4-ethoxybenzyl)phenyl)hexane